CC1=CC=CC(=N1)C1=NC=CC(=N1)NC1=NC(=NC=C1)NC1=CC=C(C=C1)N1CCN(CC1)CCO 2-[4-[4-[[4-[[2-(6-methyl-2-pyridyl)pyrimidin-4-yl]amino]pyrimidin-2-yl]amino]phenyl]piperazin-1-yl]ethanol